CC=1C=NN(C1)S(=O)(=O)C1=CC=C2CN(C(C2=C1)=O)C1C(NC(CC1)=O)=O 3-(6-((4-methyl-1H-pyrazol-1-yl)sulfonyl)-1-oxoisoindolin-2-yl)piperidine-2,6-dione